CN1C(=NC=C1C=O)C1=CC=CC=C1 3-methyl-2-phenyl-imidazole-4-carbaldehyde